[Br-].[Br-].O(CCC1=[N+](CCC2=CC=CC=C12)CCOC)CCC1=[N+](CCC2=CC=CC=C12)CCOC 1,1'-(oxydiethane-2,1-diyl)bis[2-(2-methoxyethyl)-3,4-dihydroisoquinolinium] dibromide